ClC=1C=2N(C=C(C1)S(=O)(=O)Cl)C(=NC2C#N)C=2SC(=NN2)C(F)F 8-chloro-1-cyano-3-(5-(difluoromethyl)-1,3,4-thiadiazol-2-yl)imidazo[1,5-a]pyridine-6-sulfonyl chloride